OCN1C=CC=2N(C(NC(C21)=O)=S)CCOC(C)C 5-hydroxymethyl-1-[2-(propan-2-yloxy)ethyl]-2-sulfanylidene-1H,2H,3H,4H,5H-pyrrolo[3,2-d]pyrimidin-4-one